C1=CSC(=C1)C2=CC=C(S2)C3=CC=C(S3)C4=CC=C(S4)C5=CC=C(S5)C6=CC=CS6 sexithiophene